2H,5H,6H,7H-pyrrolo[1,2-c]pyrimidine-1,3-dione C1(NC(C=C2N1CCC2)=O)=O